(4-methylphenyl)(2-pyridyl)methanone CC1=CC=C(C=C1)C(=O)C1=NC=CC=C1